ClC1=CC=C(C=C1)C1CN(CC1)C(=O)C1=C(C(=NN1)C1=CN=NC=C1)C [3-(4-chlorophenyl)pyrrolidin-1-yl]-(4-methyl-3-pyridazin-4-yl-1H-pyrazol-5-yl)methanone